(S)-1-ethoxypropan-2-amine hydrochloride Cl.C(C)OC[C@H](C)N